C(C)OC(CCNC(=O)C1=CC2=CN(N=C2C=C1)C(CCC)C1=CC(=C(C(=C1)C)N1N=CC(=C1)C(F)(F)F)C)=O 3-(2-(1-(3,5-dimethyl-4-(4-(trifluoromethyl)-1H-pyrazol-1-yl)phenyl)butyl)-2H-indazole-5-carboxamido)propionic acid ethyl ester